ClC=1C=C(C=C(C1OC1=CC=C2C(=N1)C(=CN2)C(=C)C)Cl)/N=C/N(C)C (E)-N'-(3,5-dichloro-4-[[3-(prop-1-en-2-yl)-1H-pyrrolo[3,2-b]pyridin-5-yl]oxy]phenyl)-N,N-dimethylmethanimidamide